Aluminum-Nickel-Cobalt-Iron [Fe].[Co].[Ni].[Al]